N1C=NC2=C1C=CC=C2 1H-1,3-benzimidazole